C(C1=CC=CC=C1)O[C@H]1[C@@H]([C@H](O[C@H]([C@@H]1N(CC1=CC=CC=C1)CC1=CC=CC=C1)OC)[Sn](CCCC)(CCCC)CCCC)O (2R,3S,4R,5R,6R)-4-(benzyloxy)-5-(dibenzylamino)-6-methoxy-2-(tributylstannyl)tetrahydro-2H-pyran-3-ol